3-acetoxy-2,5-furandione C(C)(=O)OC=1C(OC(C1)=O)=O